4,4-difluoro-5,5-dimethyl-4,5-dihydrothiophen FC1(C=CSC1(C)C)F